N-(2-Chloro-4-(trifluoromethyl)phenyl)-2-(2-cycloheptyl-5-ethyl-6-(4-(5-hydroxy-6-methylpyrimidine-4-carbonyl)piperazin-1-yl)-7-oxo-[1,2,4]triazolo[1,5-a]pyrimidin-4(7H)-yl)acetamide ClC1=C(C=CC(=C1)C(F)(F)F)NC(CN1C=2N(C(C(=C1CC)N1CCN(CC1)C(=O)C1=NC=NC(=C1O)C)=O)N=C(N2)C2CCCCCC2)=O